C(#N)C1(N(CCC2=CC(=C(C=C12)C)C)C)C1=CC=CC=C1 1-cyano-1-phenyl-2,6,7-trimethyl-1,2,3,4-tetrahydroisoquinoline